FC1=C(C=CC=C1)S(=O)(=O)NCCNC1=NC=CC(=N1)C1=C(N=C2SC=CN21)C2=CC=CC=C2 fluoro-N-(2-((4-(6-phenylimidazo[2,1-b]thiazol-5-yl)pyrimidin-2-yl)amino)ethyl)benzenesulfonamide